8-(3,4-dimethoxyphenyl)-2,7-dimethyl-N-[(6-methylpyridin-3-yl)methyl]pyrazolo[1,5-a][1,3,5]triazin-4-amine COC=1C=C(C=CC1OC)C=1C(=NN2C1N=C(N=C2NCC=2C=NC(=CC2)C)C)C